N-ethyl-3-fluoro-2-[3-[(trans)-2-[6-(2-pyrrolidin-1-ylethyl)-2-pyridinyl]vinyl]-1-tetrahydropyran-2-yl-indazol-6-yl]sulfanylbenzamide C(C)NC(C1=C(C(=CC=C1)F)SC1=CC=C2C(=NN(C2=C1)C1OCCCC1)\C=C\C1=NC(=CC=C1)CCN1CCCC1)=O